NC=1C2=C(N=CN1)CCN(C2)C=2C=C(C=CC2C)C#C[C@]2(C(N(CC2)C)=O)O (R)-3-((3-(4-Amino-7,8-dihydropyrido[4,3-d]pyrimidin-6(5H)-yl)-4-methylphenyl)ethynyl)-3-hydroxy-1-methylpyrrolidin-2-on